Cyclobutane-1,3-diamine dihydrochloride Cl.Cl.C1(CC(C1)N)N